C(C1=CC=CC=C1)N1N=C(N=C1)C(=O)NC1C(N(C=2N(CC1)N=C(C2)C=2N=C(N(C2)C)C)C)=O 1-Benzyl-N-(2-(1,2-dimethyl-1H-imidazol-4-yl)-4-methyl-5-oxo-5,6,7,8-tetrahydro-4H-pyrazolo[1,5-a][1,3]diazepin-6-yl)-1H-1,2,4-triazol-3-carboxamid